4-(dibenzylamino)-1-(trifluoromethyl)cyclohexane-1,2-diol C(C1=CC=CC=C1)N(C1CC(C(CC1)(O)C(F)(F)F)O)CC1=CC=CC=C1